(2S)-1-cyano-2-((S)-2-(4-methoxy-1H-indole-2-carboxamido)-4-methylpentanamido)-3-((S)-2-oxopyrrolidin-3-yl)propyl propylcarbamate C(CC)NC(OC([C@H](C[C@H]1C(NCC1)=O)NC([C@H](CC(C)C)NC(=O)C=1NC2=CC=CC(=C2C1)OC)=O)C#N)=O